3-[(6-Ethyl-5,7-dihydropyrrolo[3,4-b]pyridin-3-yl)amino]-5-(methylamino)-6-(3-methylimidazo[4,5-c]pyridin-7-yl)pyrazin-2-carboxamid C(C)N1CC2=NC=C(C=C2C1)NC=1C(=NC(=C(N1)NC)C=1C2=C(C=NC1)N(C=N2)C)C(=O)N